C1(=CC=C(C=C1)OC(=O)N1CCC(CC1)C=1C=C2C(=C(NC2=CC1)C1=CC(=NC=C1)C)C(C)C)C 4-(3-isopropyl-2-(2-methylpyridin-4-yl)-1H-indol-5-yl)piperidine-1-carboxylic acid p-tolyl ester